2-[[2-(2-(Dimethylamino)ethoxy)-ethyl]methylamino]ethanol CN(CCOCCN(CCO)C)C